CC1=CC=2C(C3=CC(=CC=C3NC2C=C1)C)(C)C 2,7,9,9-tetramethyl-9,10-dihydro-acridine